4-fluoro-3-formylphenylboronic acid FC1=C(C=C(C=C1)B(O)O)C=O